1-oxo-1-(2-propynyloxy)propan-2-yllithium sulfate S(=O)(=O)(O)O.O=C(C(C)[Li])OCC#C